C(C=C)(=O)NC=1C(=C(C(=O)NCC=2C(NC(=C3CCCCC23)C)=O)C=C(C1)C=1C=NC(=CC1)N1CCN(CC1)C(=O)C1CCCCC1)C acrylamido-5-(6-(4-(cyclohexanecarbonyl)piperazin-1-yl)pyridin-3-yl)-2-methyl-N-((1-methyl-3-oxo-2,3,5,6,7,8-hexahydroisoquinolin-4-yl)methyl)benzamide